Methyl (S)-1-allyl-2-((5-chloro-6-fluoro-1-((2-(trimethylsilyl) ethoxy) methyl)-1H-pyrrolo[3,2-b]pyridin-2-yl) methyl)-5-fluoro-3-oxoisoindoline-1-carboxylate C(C=C)[C@@]1(N(C(C2=CC(=CC=C12)F)=O)CC1=CC2=NC(=C(C=C2N1COCC[Si](C)(C)C)F)Cl)C(=O)OC